CC(C=C)C=CC 3-Methyl-1,4-Hexadien